2-[4-[4-[(2,6-dioxo-3-piperidyl)amino]phenyl]-1-piperidyl]acetic acid formate C(=O)O.O=C1NC(CCC1NC1=CC=C(C=C1)C1CCN(CC1)CC(=O)O)=O